N-((7R)-2-Cyano-2-azabicyclo[2.2.1]heptan-7-yl)-5-(2-(phenylthio)phenyl)thiazol-2-carboxamid C(#N)N1C2CCC(C1)[C@H]2NC(=O)C=2SC(=CN2)C2=C(C=CC=C2)SC2=CC=CC=C2